(4-((2-(1,1-difluoroethyl)-6-methylpyrimidin-4-yl)amino)-5-(5-(dimethylamino)-1,3,4-thiadiazol-2-yl)pyridin-2-yl)acetamide FC(C)(F)C1=NC(=CC(=N1)NC1=CC(=NC=C1C=1SC(=NN1)N(C)C)CC(=O)N)C